2-((2-bromo-4-methyl-6-nitrophenyl)amino)acetic acid methyl ester COC(CNC1=C(C=C(C=C1[N+](=O)[O-])C)Br)=O